4-nitro-3,5-Bis(trifluoromethyl)phenol [N+](=O)([O-])C1=C(C=C(C=C1C(F)(F)F)O)C(F)(F)F